CC1=NN2C(C(N(C3=C2C=CN=C3NC3=CC(=NC=C3C(CC([2H])([2H])[2H])=O)NC(=O)C3CC3)C)([2H])[2H])=C1 N-(4-((2,5-dimethyl-4,5-dihydropyrazolo[1,5-a]pyrido[3,4-e]pyrazin-6-yl-4,4-d2)amino)-5-(propanoyl-3,3,3-d3)pyridin-2-yl)cyclopropanecarboxamide